ClC1=C(CN2C(N([C@H](C3=CC=C(C=C23)C(=O)NCC2=CC(=CC(=C2)OCCO)F)C)C)=O)C(=CC=C1)F (S)-1-(2-chloro-6-fluorobenzyl)-N-(3-fluoro-5-(2-hydroxyethoxy)benzyl)-3,4-dimethyl-2-oxo-1,2,3,4-tetrahydroquinazoline-7-carboxamide